N-methyl-{2-[di(tert-butyl)(fluoro)silyl]-1-methyl-1H-1,4-diazainden-6-yl}amine CNC1=CN=C2C=C(N(C2=C1)C)[Si](F)(C(C)(C)C)C(C)(C)C